4-((5-bromopyridin-3-yl)methyl)morpholine BrC=1C=C(C=NC1)CN1CCOCC1